5,6-difluoro-N-(3-fluoro-4-methoxyphenethyl)-N-(prop-2-yn-1-yl)-benzo[d]thiazol-2-amine FC=1C(=CC2=C(N=C(S2)N(CC#C)CCC2=CC(=C(C=C2)OC)F)C1)F